tert-butyl 6-((6-cyano-8-(cyclopropylmethyl)-7-oxo-7,8-dihydropyrido[2,3-d]pyrimidin-2-yl)amino)-3,4-dihydroisoquinoline-2(1H)-carboxylate C(#N)C1=CC2=C(N=C(N=C2)NC=2C=C3CCN(CC3=CC2)C(=O)OC(C)(C)C)N(C1=O)CC1CC1